C[C@@H](CCC)OC([C@H](C)N)=O (S)-(S)-2-aminopropionic acid (pent-2-yl) ester